ethyl (R)-1-((4-(4-(N,N-diethylsulfamoyl)phenoxy)phenyl) sulfonyl)piperidine-3-carboxylate C(C)N(S(=O)(=O)C1=CC=C(OC2=CC=C(C=C2)S(=O)(=O)N2C[C@@H](CCC2)C(=O)OCC)C=C1)CC